ClCC[C@@H](CCCCC(=O)[O-])O (R)-8-chloro-6-hydroxyoctanoate